C(C)OC(=O)C=1N=NC2=C(N1)C=C(C=C2C=2SC1=C(N2)C(=CC(=C1)OC)F)C 8-(4-fluoro-6-methoxybenzo[d]thiazol-2-yl)-6-methylbenzo[e][1,2,4]triazine-3-carboxylic acid ethyl ester